C1(=CC=CC=C1)[C@H]([C@H](NCCOCC1=CC=C(C=C1)C)C1=CC=CC=C1)NS(=O)(=O)CC1=CC=C(C=C1)C N-[(1R,2R)-1,2-diphenyl-2-(2-(4-methylbenzyloxy)ethylamino)ethyl]-4-methylbenzyl-sulfonamide